N1(C=NC=C1)C(=O)N(CCCCCCC(=O)OCC)CCCCCCC(=O)OCC diethyl 7,7'-[(1H-imidazole-1-carbonyl)azanediyl]di(heptanoate)